BrCCCCOC1=CC=C(C=C1)CCCN(CCCC1=CC=CC=C1)CC 3-(4-(4-bromobutoxy)phenyl)-N-ethyl-N-(3-phenylpropyl)propan-1-amine